CC=1C=NNC1C(C)N1C[C@]2(CCN3N=C(C=C32)C=3C=C(C(=NC3)N)C(F)(F)F)CC1 5-{(3R)-1-[1-(4-methyl-1H-pyrazol-5-yl)ethyl]-5',6'-dihydrospiro[pyrrolidine-3,4'-pyrrolo[1,2-b]pyrazol]-2'-yl}-3-(trifluoromethyl)pyridin-2-amine